NC(C)(C)C1=C(C=CC=C1)C=1C(=CC2=C(C1)N1[C@H]3C4=C(C(N[C@@H](C1=N2)C3)=O)C=CC=C4OC(F)F)F (7R,14R)-11-((2-aminopropan-2-yl)phenyl)-1-(difluoromethoxy)-10-fluoro-6,7-dihydro-7,14-methanobenzimidazo[1,2-b][2,5]benzodiazocin-5(14H)-one